CNCCC1(C(CC(CC1)N)N)CCNC bis(2-methylaminoethyl)2,4-diaminocyclohexane